C[C@@H]1CN=C2N1C1=CC=C(C=C1C(N2CC=2C=NN(C2)C)=O)S(=O)(=O)NC2(COC2)C (1R)-1-methyl-N-(3-methyloxetan-3-yl)-4-[(1-methylpyrazol-4-yl)methyl]-5-oxo-1H,2H-imidazo[1,2-a]quinazoline-7-sulfonamide